FC1=C(C=CC(=C1OCCO)CCC1=CC=CC=C1)CCCO 3-[2-fluoro-3-(2-hydroxyethoxy)-4-(2-phenylethyl)phenyl]propan-1-ol